NC1=NC=C(C2=C1C=NN2)NC(C(=O)N2[C@@H](CC[C@H](C2)C)C2=CC(=CC(=C2)Cl)Cl)=O |r| N-(4-amino-1H-pyrazolo[4,3-c]pyridin-7-yl)-2-(rac-(2S,5R)-2-(3,5-dichlorophenyl)-5-methylpiperidin-1-yl)-2-oxoacetamide